(P)-1-(6-(4-(5-hydroxy-2-methylphenyl)-3,7,7-trimethyl-7,8-dihydro-5H-pyrano[4,3-b]pyridin-2-yl)-2,6-diazaspiro[3.4]octan-2-yl)-2-propen-1-one OC=1C=CC(=C(C1)C1=C2C(=NC(=C1C)N1CC3(CN(C3)C(C=C)=O)CC1)CC(OC2)(C)C)C